FC1=C(CC2=NC3=C(N2CC2OCC2)C=C(C=C3OC)C(=O)O)C=C(C(=C1)C1=NC(=CC=C1)OCC=1N=NN(N1)C)F 2-(2,5-difluoro-4-(6-((2-methyl-2H-tetrazol-5-yl)methoxy)pyridin-2-yl)benzyl)-4-methoxy-1-(oxetan-2-ylmethyl)-1H-benzo[d]imidazole-6-carboxylic acid